2-((tert-butoxycarbonyl)amino)-2-(3-chloro-4-fluorophenyl)propanoic acid C(C)(C)(C)OC(=O)NC(C(=O)O)(C)C1=CC(=C(C=C1)F)Cl